CN1N=CC(=C1)C(C=1C(=NC=CC1)O)C=1C=NN(C1)C 3-(bis(1-methyl-1H-pyrazol-4-yl)methyl)pyridin-2-ol